CN1N=CC(=C1)C(=C)C 1-methyl-4-(prop-1-en-2-yl)-1H-pyrazole